hydroxyterephthalic acid OC1=C(C(=O)O)C=CC(=C1)C(=O)O